Bis((S)-1-cyclohexylethyl) 2,2'-((((((R)-1-(6-amino-9H-purin-9-yl)propan-2-yl)oxy)methyl)phosphoryl)bis(azanediyl))bis(2-methylpropanoate) NC1=C2N=CN(C2=NC=N1)C[C@@H](C)OCP(=O)(NC(C(=O)O[C@@H](C)C1CCCCC1)(C)C)NC(C(=O)O[C@@H](C)C1CCCCC1)(C)C